C1(CCC1)C1=CC=2N(N=C1NCC(CN(C)C)(C)C)C(=NN2)C2=CC(=C(C=C2)F)F N'-(7-cyclobutyl-3-(3,4-difluoro-phenyl)-[1,2,4]triazolo[4,3-b]pyridazin-6-yl)-2,2,N,N-tetramethyl-propane-1,3-diamine